C(C1=CC=CC=C1)C1CC(=NO1)COCC1=NC=C(N=C1)C 5-benzyl-3-(((5-methylpyrazin-2-yl)methoxy)methyl)-4,5-dihydroisoxazole